CC1C(CCC=2CCCC(C12)(C)C)(C)C(C)=O 1-(1,2,8,8-tetramethyl-1,3,4,5,6,7-hexahydronaphthalen-2-yl)ethanone